1-decanesulfonic acid sodium salt [Na+].C(CCCCCCCCC)S(=O)(=O)[O-]